N1C=CC2=CC=C(C=C12)C1=CNC2=NC(=CC=C21)NC(=O)C2CC2 N-(3-(1H-indol-6-yl)-1H-pyrrolo[2,3-b]pyridin-6-yl)cyclopropanecarboxamide